N-(2-amino-6-phenyl-4,5,6,7-tetrahydrobenzothiazol-6-yl)cyclopropanecarboxamide NC=1SC2=C(N1)CCC(C2)(C2=CC=CC=C2)NC(=O)C2CC2